O1C(CCCC1)CC(=O)O 2-(tetrahydro-2H-pyran-2-yl)acetic acid